2-Amino-6-(cyanomethyl)-6-(cyclopropylmethyl)-7-oxo-4,5,6,7-tetrahydrobenzo[b]thiophene-3-carboxamide NC1=C(C2=C(S1)C(C(CC2)(CC2CC2)CC#N)=O)C(=O)N